1-(9Z,12Z-octadecadienoyl)-2-(5Z,8Z,11Z,14Z,17Z-eicosapentaenoyl)-glycero-3-phosphoserine CCCCC/C=C\C/C=C\CCCCCCCC(=O)OC[C@H](COP(=O)(O)OC[C@@H](C(=O)O)N)OC(=O)CCC/C=C\C/C=C\C/C=C\C/C=C\C/C=C\CC